N[C@@H]1CN(CC1)C1=C(C=NC(=C1C1=CC(=CC(=C1)F)F)C#N)C(=O)NC1CCN(CC1)C1=CC=CC=C1 4-[(3S)-3-aminopyrrolidin-1-yl]-6-cyano-5-(3,5-difluorophenyl)-N-(1-phenylpiperidin-4-yl)pyridine-3-carboxamide